4-amino-4'-fluoro-5-iodo-[1,1'-biphenyl]-3-carboxylic acid NC1=C(C=C(C=C1I)C1=CC=C(C=C1)F)C(=O)O